5-(3-(morpholin-3-yl)azetidin-1-yl)pyrazine-2-carboxamide 1-(thiophen-2-yl)ethyldiphenylphosphindithioate S1C(=CC=C1)C(C)SP(=S)(C1=CC=CC=C1)C1=CC=CC=C1.N1C(COCC1)C1CN(C1)C=1N=CC(=NC1)C(=O)N